tert-butyl (R)-piperidine-3-ylcarbamate N1C[C@@H](CCC1)NC(OC(C)(C)C)=O